N-[7-(2-chloro-4-fluorophenyl)-2,9-dioxo-1,2,4,7,8,9-hexahydro[1,3]oxazino[4,5-e]isoindol-6-yl]-5-fluoro-3-(trifluoromethyl)benzamide ClC1=C(C=CC(=C1)F)C1NC(C2=C3C(=CC(=C12)NC(C1=CC(=CC(=C1)F)C(F)(F)F)=O)COC(N3)=O)=O